ClC1=C(C=CC=C1C=1N(C2=NC=NC(=C2N1)OC1(CC1)C)CC1=C(C=CC(=C1)Cl)OC)CCCC(C(=O)O)C 5-(2-chloro-3-(9-(5-chloro-2-methoxybenzyl)-6-(1-methylcyclopropoxy)-9H-purin-8-yl)phenyl)-2-methylpentanoic acid